cobalt (4-chlorobutyrophenone) ClCCCC(=O)C1=CC=CC=C1.[Co]